CC=CC[Si](OCC)(OCC)OCC methylallyltriethoxysilane